3-aminopropylbis(trimethylsiloxy)methylsilane Ethylhexyl-Salicylate C(C)C1=C(C(C(=O)O)=CC=C1)OCCCCCC.NCCC[SiH2]C(O[Si](C)(C)C)O[Si](C)(C)C